FC1=C(C=C(C=C1C=1C(=NN(C1C)C)C)N(S(=O)(=O)CC)C)B1OC(C(O1)(C)C)(C)C N-(4-fluoro-3-(4,4,5,5-tetramethyl-1,3,2-dioxaborolan-2-yl)-5-(1,3,5-trimethyl-1H-pyrazol-4-yl)phenyl)-N-methylethanesulfonamide